NCC(=O)NC(=O)C1(C2=NCN([C@H]3[C@H](O)[C@H](O)[C@@H](CO)O3)C2=NC=N1)N 6-glycylcarbamoyladenosine